CC(C)(C)[S@]1(C(CCC1)=O)N (R)-(2-methylpropan-2-yl)(oxo)-lambda4-thiolaneamine